O=C1CC2=C(C3=C(O2)C=C(C=C3[O-])[O-])C(C1)=O.C(C(C)=C)CN1C(=O)N(C)C=3N=CNC3C1=O methallyl-theophylline 7,9-dioxodibenzofuran-1,3-diolate